dipropylheptyl (pentyl) citrate C(CC(O)(C(=O)[O-])CC(=O)OCCCCC)(=O)OC(CCCCCC)(CCC)CCC